6-chloro-1-methyl-3-(1H-pyrazol-4-yl)-2-(5-(trifluoromethyl)-4H-1,2,4-triazol-3-yl)-1H-indole ClC1=CC=C2C(=C(N(C2=C1)C)C1=NN=C(N1)C(F)(F)F)C=1C=NNC1